(S)-1-(4-(2-(pent-4-enyl)phenyl)-1-((2-(trimethylsilyl)ethoxy)methyl)-1H-imidazol-2-yl)but-3-enyl-carbamic acid tert-butyl ester C(C)(C)(C)OC(N[C@@H](CC=C)C=1N(C=C(N1)C1=C(C=CC=C1)CCCC=C)COCC[Si](C)(C)C)=O